methyl-2-thiouracil CN1C(=O)C=CNC1=S